tin bis(2-ethylhexyl thioglycolate) C(C)C(CC(C(=O)[O-])S)CCCC.C(C)C(CC(C(=O)[O-])S)CCCC.[Sn+2]